C(#N)N(C=1SC(=C(N1)C(=O)NC1CCC12CCCC2)C)C2=CC(=NC(=C2)F)F 2-[cyano(2,6-difluoropyridin-4-yl)amino]-N-(spiro[3.4]oct-1-yl)-5-methylthiazole-4-carboxamide